trans-4-(((trans-4-(5-Chloro-6-methoxypyridin-3-yl)cyclohexyl)methyl) (3-(1-cyclopropyl-1H-pyrazol-4-yl) phenyl)carbamoyl)cyclohexyl methylcarbamate CNC(O[C@@H]1CC[C@H](CC1)C(N(C1=CC(=CC=C1)C=1C=NN(C1)C1CC1)C[C@@H]1CC[C@H](CC1)C=1C=NC(=C(C1)Cl)OC)=O)=O